ClC=1C(=NC(=NC1)NC1=C(C(=NO1)C)C)NC1=C(C=CC=C1)P(C)C (2-((5-Chloro-2-((3,4-dimethylisoxazol-5-yl)amino)pyrimidin-4-yl)amino)phenyl)dimethylphosphine